C(C1=CC=CC=C1)O[C@@H]1[C@H](N(C[C@@H]([C@H]1OCC1=CC=CC=C1)OCC1=CC=CC=C1)CCC1=CC=CC=C1)CF (2S,3R,4R,5S)-3,4,5-tris(benzyloxy)-2-(fluoromethyl)-1-phenethylpiperidine